C[NH+](CN(C)C)C dimethyl-(dimethylamino)methylammonium